C(C)OC(=O)C=1C(=NC(=NC1)Cl)N[C@@H]1CN(CCC1)C(=O)OC(C)(C)C (S)-4-((1-(tert-Butoxycarbonyl)piperidin-3-yl)amino)-2-chloropyrimidine-5-carboxylic acid ethyl ester